N-[6-(3-chlorophenoxy)-5-sulfamoylpyridin-3-yl]-2-[2-(difluoromethyl)phenyl]acetamide ClC=1C=C(OC2=C(C=C(C=N2)NC(CC2=C(C=CC=C2)C(F)F)=O)S(N)(=O)=O)C=CC1